6-(2-Methoxyphenyl)-5,7-dimethyl-2-phenyl-2,6-dihydro-1H-pyrrolo[3,4-d]pyridazin COC1=C(C=CC=C1)N1C(=C2CN(N=CC2=C1C)C1=CC=CC=C1)C